(6aR,8S)-N-hydroxy-5-(4-(trifluoromethyl)phenyl)-6,6a,7,8,9,10-hexahydro-5H-pyrido[1,2-a]quinoxaline-8-carboxamide ONC(=O)[C@@H]1C[C@H]2N(C=3C=CC=CC3N(C2)C2=CC=C(C=C2)C(F)(F)F)CC1